1-(3,5-dichloro-4-((4-oxo-3,4-dihydrophthalazin-1-yl)oxy)phenyl)-2,4-dioxo-1,2,3,4-tetrahydropyrimidine-5-carboxylic acid ClC=1C=C(C=C(C1OC1=NNC(C2=CC=CC=C12)=O)Cl)N1C(NC(C(=C1)C(=O)O)=O)=O